3-(1-oxo-5-(((1S,2R)-2-(3-(quinoxalin-2-yl)azetidin-1-yl)cyclohexyl)oxy)isoindolin-2-yl)piperidine-2,6-dione O=C1N(CC2=CC(=CC=C12)O[C@@H]1[C@@H](CCCC1)N1CC(C1)C1=NC2=CC=CC=C2N=C1)C1C(NC(CC1)=O)=O